OC1CCCC(C1)CC(C)=CCC\C(\C)=C\CO 5-hydroxycyclohexyl-geraniol